S(=O)(=O)(O)OC(CNC(C)(C)C)C1=CC(=C(C=C1)O)CO 1-(4-hydroxy-3-hydroxymethyl-phenyl)-2-(tert-butylamino)ethanol sulphate